C1(=CC=CC=C1)C=1N=CC(=NC1C1=CC=CC=C1)C1CCC(CC1)(OCC(=O)O)NCC(F)F cis-2-((4-(5,6-diphenylpyrazin-2-yl)(2,2-difluoroethyl)aminocyclohexyl)oxy)acetic acid